water calcium stearate C(CCCCCCCCCCCCCCCCC)(=O)[O-].[Ca+2].O.C(CCCCCCCCCCCCCCCCC)(=O)[O-]